FC1=CC=C(C=C1)C=1C=C2C(=NC1)NC(N2CC=2N=NN(C2)C)=O 6-(4-fluorophenyl)-1-[(1-methyltriazol-4-yl)methyl]-3H-imidazo[4,5-b]pyridin-2-one